4-[(2R)-3-(3,4-dihydro-1H-isoquinolin-2-yl)-2-hydroxy-propyl]-2,2-dimethyl-8-(1-morpholinoethyl)-3H-pyrido[3,2-f][1,4]oxazepin-5-one C1N(CCC2=CC=CC=C12)C[C@H](CN1CC(OC2=C(C1=O)C=CC(=N2)C(C)N2CCOCC2)(C)C)O